(2R,4r,6S)-tert-butyl 4-(3-((trans)-4-(dibenzylamino) cyclohexyl) propoxy)-2,6-dimethylpiperidine-1-carboxylate C(C1=CC=CC=C1)N([C@@H]1CC[C@H](CC1)CCCOC1C[C@H](N([C@H](C1)C)C(=O)OC(C)(C)C)C)CC1=CC=CC=C1